C(CCC)=NN butyraldehyde hydrazone